N'-(4-chlorophenyl)-4-(2,4-dioxopyrrolidin-3-ylidene)-4-((4-fluorophenyl)amino)butyryl-hydrazine ClC1=CC=C(C=C1)NNC(CCC(NC1=CC=C(C=C1)F)=C1C(NCC1=O)=O)=O